CN(C(CCCCC)N(C)C)C N,N,N',N'-Tetramethyl-hexandiamin